2-cyano-4'-dibromomethylbiphenyl C(#N)C1=C(C=CC=C1)C1=CC=C(C=C1)C(Br)Br